(2S)-2-({[4-(dimethylamino)benzyl]carbamoyl}amino)-N,N-bis(2-thienylmethyl)hexanamide tert-butyl-4-(4-aminophenyl)piperidine-1-carboxylate C(C)(C)(C)OC(=O)N1CCC(CC1)C1=CC=C(C=C1)N.CN(C1=CC=C(CNC(=O)N[C@H](C(=O)N(CC=2SC=CC2)CC=2SC=CC2)CCCC)C=C1)C